C(C)C(C(=O)O)CCC 2-Ethyl-valeric acid